F[C@H]1CN(CC[C@H]1N(C(=O)NC=1C(N(C=C(C1)C(F)(F)F)C)=O)C)C=1C=C2C(=NC1)NN=C2NC 1-((3S,4R)-3-fluoro-1-(3-(methylamino)-1H-pyrazolo[3,4-b]pyridin-5-yl)piperidin-4-yl)-1-methyl-3-(1-methyl-2-oxo-5-(trifluoromethyl)-1,2-dihydropyridin-3-yl)urea